CC(C=C)C(C)C 3,4-dimethylpentene